The molecule is an isoquinoline alkaloid that is dibenzo[de,h]quinolin-7-one carrying four methoxy substituents at positions 4, 5, 6 and 9. It has a role as a plant metabolite, a platelet aggregation inhibitor and an antineoplastic agent. It is an isoquinoline alkaloid, a polyether, an aromatic ether, a cyclic ketone, an aromatic ketone and an organic heterotetracyclic compound. COC1=CC2=C(C=C1)C3=NC=CC4=C3C(=C(C(=C4OC)OC)OC)C2=O